OC1=C(C=CC=C1)C(\C=C\C1=CC(=CC=C1)OC)=O (E)-1-(2-hydroxyphenyl)-3-(3-methoxyphenyl)prop-2-en-1-one